[N+](=[N-])=CC(CC[C@@H](C(=O)OCCNCC1=CC=NC=C1)NC([C@H](C)OC)=O)=O 2-((pyridin-4-ylmethyl)amino)ethyl (S)-6-diazo-2-((S)-2-methoxypropanamido)-5-oxohexanoate